C12CNCC(CC1)N2C2=CC=CC(=N2)C2=NC1=CC(=NC=C1C=C2)CNC(C2=CC(=C(C=C2)C)S(=O)(=O)C)=O N-((2-(6-(3,8-diazabicyclo[3.2.1]octan-8-yl)pyridin-2-yl)-1,6-naphthyridin-7-yl)methyl)-4-methyl-3-(methylsulfonyl)benzamide